N,N'-bis(3-methylphenyl)-N,N'-bis[3-(9-phenyl-9H-fluoren-9-yl)phenyl]-pyrene-1,6-diamine CC=1C=C(C=CC1)N(C1=CC=C2C=CC=3C(=CC=C4C=CC1=C2C34)N(C3=CC(=CC=C3)C3(C4=CC=CC=C4C=4C=CC=CC34)C3=CC=CC=C3)C3=CC(=CC=C3)C)C3=CC(=CC=C3)C3(C4=CC=CC=C4C=4C=CC=CC34)C3=CC=CC=C3